C(=S)S.C1(=CC=CC=C1)CCC=1NC=CN1 2-phenyl-ethyl-imidazole dithioformate